(14S)-7-benzyl-8-fluoro-12,12-dimethyl-2λ6-thia-3,9,11,18,23-pentaazatetracyclo[17.3.1.111,14.05,10]tetracosa-1(23),5(10),6,8,19,21-hexaene-2,2,4-trione C(C1=CC=CC=C1)C1=CC=2C(NS(C=3C=CC=C(NCCC[C@H]4CC(N(C2N=C1F)C4)(C)C)N3)(=O)=O)=O